bisstyryl-coumarin C(=CC1=CC=CC=C1)C1=C(C(OC2=CC=CC=C12)=O)C=CC1=CC=CC=C1